C(C)(C)(C)OC(NCC=CC=1N=C(SC1)N)=O (3-(2-aminothiazol-4-yl)allyl)carbamic acid tert-butyl ester